3-bromo-2-(10-bromodecyl)-6-hydroxy-4,5-dimethoxybenzaldehyde BrC=1C(=C(C=O)C(=C(C1OC)OC)O)CCCCCCCCCCBr